(E)-2,4-difluoro-N-(2-(methoxy-d3)-5-(4-(4-(4-oxopent-2-enoyl)piperazin-1-yl)quinazolin-6-yl)pyridin-3-yl)benzene-sulfonamide FC1=C(C=CC(=C1)F)S(=O)(=O)NC=1C(=NC=C(C1)C=1C=C2C(=NC=NC2=CC1)N1CCN(CC1)C(\C=C\C(C)=O)=O)OC([2H])([2H])[2H]